Cl.NC\C=C(\CN1C=NC2=C1C=C(C=C2C2=C(C=CC(=C2)S(NC2CC2)(=O)=O)OC)C(=O)OC)/F Methyl (Z)-1-(4-amino-2-fluorobut-2-en-1-yl)-4-(5-(N-cyclopropylsulfamoyl)-2-methoxyphenyl)-1H-benzo[d]imidazole-6-carboxylate hydrochloride